The molecule is a hydroxyflavan that is (2S)-flavan substituted by hydroxy group at position 4, methoxy groups at positions 5 and 7 and a prenyl group at position 8 respectively. It has a role as a plant metabolite. It is a hydroxyflavan and a methoxyflavan. It derives from a hydride of a (2S)-flavan. CC(=CCC1=C2C(=C(C=C1OC)OC)[C@@H](C[C@H](O2)C3=CC=CC=C3)O)C